tert-butyl (2R,3S,4S)-4-((tert-butoxycarbonyl)oxy)-2-(4-(1-(difluoromethyl)-1H-pyrazol-4-yl)benzyl)-3-(((4-nitrophenoxy)carbonyl)oxy)pyrrolidine-1-carboxylate C(C)(C)(C)OC(=O)O[C@@H]1[C@H]([C@H](N(C1)C(=O)OC(C)(C)C)CC1=CC=C(C=C1)C=1C=NN(C1)C(F)F)OC(=O)OC1=CC=C(C=C1)[N+](=O)[O-]